FC(C#N)(C1=CC=CC=C1)F 2,2-difluoro-2-phenylacetonitrile